4,8-Dimethyl-2-methylamino-pyrido[2,3-d]pyrimidin-7(8H)-one CC=1C2=C(N=C(N1)NC)N(C(C=C2)=O)C